C(C)(C)(C)OC(=O)N1C[C@@H](N(CC1)C(=O)C=1C=C(C(=C2C=NNC12)Br)F)CCO (S)-4-(4-bromo-5-fluoro-1H-indazole-7-carbonyl)-3-(2-hydroxyethyl)piperazine-1-carboxylic acid tert-butyl ester